(E)-ethyl 10-((tert-butyldiphenylsilyl)oxy)dec-2-enoate [Si](C1=CC=CC=C1)(C1=CC=CC=C1)(C(C)(C)C)OCCCCCCC/C=C/C(=O)OCC